C[C@@]1(N(C[C@@H](C1)O[Si](C)(C)C(C)(C)C)C)C(=O)O.CN[C@H](C(C)C)C(=O)O N-Methyl-d-valine methyl-(2S,4R)-4-[tert-butyl(dimethyl)silyl]oxy-1-methyl-pyrrolidine-2-carboxylate